Methyl ((1R,3R)-3-(3-methyl-2-oxo-6-((2-(piperidin-1-yl)pyrimidin-4-yl)amino)-2,3-dihydro-1H-imidazo[4,5-c]pyridin-1-yl)cyclopentyl)carbamate CN1C(N(C2=C1C=NC(=C2)NC2=NC(=NC=C2)N2CCCCC2)[C@H]2C[C@@H](CC2)NC(OC)=O)=O